ClC=1C(=C(C=CC1)C1(CC(CCC1)=O)C=C)C=C 3-(3-chloro-2-vinylphenyl)-3-vinylcyclohexan-1-one